NCC(C[Si](OCCCCCCCCCCCC)(OCCCCCCCCCCCC)OCCCCCCCCCCCC)C 3-amino-2-methylpropyl(tridodecanoxysilane)